N-(2-(8-methylimidazo[1,5-a]pyridin-3-yl)propan-2-yl)-5-azaspiro[2.4]heptane-1-carboxamide hydrochloride Cl.CC=1C=2N(C=CC1)C(=NC2)C(C)(C)NC(=O)C2CC21CNCC1